4-methyl-3-{1-[3-(4,4,5,5-tetramethyl-1,3,2-dioxaborolan-2-yl)phenyl]propyl}-4H-1,2,4-triazole CN1C(=NN=C1)C(CC)C1=CC(=CC=C1)B1OC(C(O1)(C)C)(C)C